FC(C=1C=C(C=CC1C(F)(F)F)C[C@H](N)C(=O)O)(F)F 3-[3,4-bis(trifluoromethyl)phenyl]-L-alanine